ClC1=CC(=C(C=C1)/C=C/C(=O)N1NCCC[C@H]1C(=O)N[C@@H](C[C@H]1C(NCC1)=O)C#N)F (S)-2-((E)-3-(4-chloro-2-fluorophenyl)acryloyl)-N-((S)-1-cyano-2-((S)-2-oxopyrrolidin-3-yl)ethyl)hexahydropyridazine-3-carboxamide